C1(CC1)C=1C(=C2C=CNC2=C(C1)C)CN1[C@@H](CC2(CC(C2)(F)F)CC1)C1=CC=C(C(=O)O)C=C1 (S)-4-(7-((5-cyclopropyl-7-methyl-1H-indol-4-yl)methyl)-2,2-difluoro-7-azaspiro[3.5]non-6-yl)benzoic acid